C12CN(CC(CC1)N2)C=2C1=C(N=C(N2)OC[C@]23CCCN3C[C@@H](C2)F)C(N(CC1)C1=CC(=CC2=CC=CC(=C12)Cl)O)=O 4-(3,8-diazabicyclo[3.2.1]octan-3-yl)-7-(8-chloro-3-hydroxynaphthalen-1-yl)-2-(((2R,7aS)-2-fluorotetrahydro-1H-pyrrolizin-7a(5H)-yl)methoxy)-6,7-dihydropyrido[3,4-d]pyrimidin-8(5H)-one